6-((2S,5R)-2,5-dimethylpiperazin-1-yl)-8-(hydroxymethyl)-3-methyl-9-propyl-3,9-dihydro-2H-purin-2-one C[C@@H]1N(C[C@H](NC1)C)C=1C=2N=C(N(C2N(C(N1)=O)C)CCC)CO